CN(C1CN(C1)C=1C=CC2=C(N=C(S2)CNC(=O)C2(CC3=CC=CC=C3C2)CC(=O)O)C1)C 2-[2-[[5-[3-(dimethylamino)azetidin-1-yl]-1,3-benzothiazol-2-yl]methylcarbamoyl]indan-2-yl]acetic acid